N[C@H](C(=O)O)CC1=CC=C(C=C1)C=1C=NN(C1)CCC(=O)N(C)C (S)-2-amino-3-(4-(1-(3-(dimethylamino)-3-oxopropyl)-1H-pyrazol-4-yl)phenyl)propanoic acid